IC=1OC2=C(C1)C=CC=C2C2=NC(=NC=C2)NC=2C=NN(C2)C 4-(2-iodobenzofuran-7-yl)-N-(1-methyl-1H-pyrazol-4-yl)pyrimidin-2-amine